5-(1-ethoxy-1,3-dioxobut-2-yl)-2-methyl-4-nitropyridine 1-oxide C(C)OC(C(C(C)=O)C=1C(=CC(=[N+](C1)[O-])C)[N+](=O)[O-])=O